N-(2-aminoethyl)aminopropyltriethoxysilane NCCNCCC[Si](OCC)(OCC)OCC